COC=1C=C(OC2=C3C=C(NC3=CC(=C2)NC(C)=O)C(=O)O)C=CC1F 4-(3-methoxy-4-fluorophenoxy)-6-acetamido-1H-indole-2-carboxylic acid